C(C)(C)(C)OC(=O)N(C(OC(C)(C)C)=O)C1=NC=NC(=C1)NC tert-Butyl N-(tert-butoxycarbonyl)-N-[6-(methylamino)pyrimidin-4-yl]carbamate